methyl (3,5-di-t-butyl-4-hydroxyhydrocinnamate) C(C)(C)(C)C=1C=C(CCC(=O)OC)C=C(C1O)C(C)(C)C